(R)-N-(1-(4-methoxyphenyl)ethyl)-N-methyl-3,3-diphenylprop-2-en-1-amine COC1=CC=C(C=C1)[C@@H](C)N(CC=C(C1=CC=CC=C1)C1=CC=CC=C1)C